CC1CN(C=2C=CC3=C(C12)C=CC=C3)C(NC3=CC=CC=C3)=N 1-methyl-N-phenyl-1,2-dihydro-3H-benzo[e]indole-3-carboximidamide